FC1(CC(C1)(O)C(C1=C(C=CC=C1)C(F)(F)F)S)F 3,3-difluoro-1-(mercapto(2-(trifluoromethyl)phenyl)methyl)cyclobutan-1-ol